CC=1C=CC(=C(C(=O)N)C1)N1CCC2(CC2)CC1 5-methyl-2-(6-azaspiro[2.5]octan-6-yl)benzamide